C(C)(=O)OC=C(C)C dimethylvinyl acetate